2-chloro-6-ethoxy-pyrazine ClC1=NC(=CN=C1)OCC